N-isopropyl-pyridine-3-carboxamide C(C)(C)NC(=O)C=1C=NC=CC1